5-ethyl-benzoic acid C(C)C=1C=CC=C(C(=O)O)C1